[(4R)-4-ethyl-1-[[3-fluoro-5-[[(1R,2R)-2-hydroxyindan-1-yl]carbamoyl]phenyl]methyl]-4-isopropyl-6-oxo-hexahydropyrimidin-2-ylidene]ammonium C(C)[C@]1(NC(N(C(C1)=O)CC1=CC(=CC(=C1)C(N[C@H]1[C@@H](CC2=CC=CC=C12)O)=O)F)=[NH2+])C(C)C